[O-2].[Y+3].[Ce+3].[O-2].[O-2] cerium-yttrium oxide